4-fluoro-2-[4-[[(1s,3s)-3-hydroxycyclohexyl]amino]pyrido[3,4-d]pyridazin-1-yl]-5-(trifluoromethyl)phenol FC1=CC(=C(C=C1C(F)(F)F)O)C1=C2C(=C(N=N1)N[C@@H]1C[C@H](CCC1)O)C=NC=C2